CC1=CC(=C2C(=N1)C1=CC=CC=C1C2C2=CSC=C2)C(F)(F)F 2-Methyl-5-(thiophen-3-yl)-4-(trifluoromethyl)-5H-indeno[1,2-b]pyridine